(n-propyl) telluride C(CC)[Te]CCC